C[C@@H]1N(C[C@@H](C1)OC=1C=CC=C2C=NN(C12)C)C(=O)OC(C)(C)C tert-butyl (2S,4R)-2-methyl-4-((1-methyl-1H-indazol-7-yl)oxy)pyrrolidine-1-carboxylate